(1S)-1-(1H-pyrazol-3-yl)ethane-1,2-diol N1N=C(C=C1)[C@@H](CO)O